ClC1=NC=CC2=C1C(=CN2C[C@]2(COCC2)O)C2=NC(=NC(=C2)OC2CCC(CC2)C(F)(F)F)C (3R)-3-{[4-chloro-3-(2-methyl-6-{[(1r*,4r*)-4-(trifluoromethyl)-cyclohexyl]oxy}pyrimidin-4-yl)-1H-pyrrolo[3,2-c]pyridin-1-yl]methyl}oxolan-3-ol